S(=S)(=O)O.N1(CN(CN(C1)CCCC=CC)CCCC=CC)CCCC=CC S'-((1,3,5-triazinane-1,3,5-triyl) tris(propane-3,1-diyl)) tripropylene thiosulfonate